N1=CN=C2NC=NC2=C1C=1C(=NC=CC1)NC=1C=C(C=CC1C)NC(C1=NC(=C(C=C1)C)C#N)=O N-(3-((3-(9H-purin-6-yl)pyridin-2-yl)amino)-4-methylphenyl)-6-cyano-5-methylpicolinamide